2-{[(±)-trans-2-[benzyl(carboxymethyl)amino]cyclohexyl](carboxymethyl)amino}acetic Acid C(C1=CC=CC=C1)N([C@H]1[C@@H](CCCC1)N(CC(=O)O)CC(=O)O)CC(=O)O |r|